C12(CC(C1)C2)NC/C=C/C(=O)N2CC1=C([C@@H](C2)C2=C(C(=CC=C2)F)C=2C(=NN(C2)CC)C(F)(F)F)C=C(S1)C#N (S,E)-6-(4-(bicyclo[1.1.1]pentan-1-ylamino)but-2-enoyl)-4-(2-(1-ethyl-3-(trifluoromethyl)-1H-pyrazol-4-yl)-3-fluorophenyl)-4,5,6,7-tetrahydrothieno[2,3-c]pyridine-2-carbonitrile